COC(=O)C=1C(=CC=CC1CBr)C1=CC=CC=C1 bromomethyl-biphenyl-2-carboxylic acid methyl ester